CC(C#C)(CC\C=C(\CCCC(CCC=C(C)C)C)/C)O (E)-3,7,11,15-tetramethylhexadeca-6,14-dien-1-yn-3-ol